[NH4+].FC(C(=O)O)(OC(C(C(F)(F)F)(F)F)(F)F)C(F)(F)F perfluoro-2-methyl-3-oxahexanoic acid ammonium